3-(3-Chloro-5-fluoro-2-methoxyanilino)-2-(3-{[4-methylmorpholin-2-yl]methoxy}pyridin-4-yl)-1,5,6,7-tetrahydro-4H-pyrrolo[3,2-c]pyridin-4-one ClC=1C(=C(NC2=C(NC3=C2C(NCC3)=O)C3=C(C=NC=C3)OCC3CN(CCO3)C)C=C(C1)F)OC